propionyl triketone sodium [Na].C(CC)(=O)C(C(C(=O)C(CC)=O)=O)=O